ethylene glycol di-(3-mercaptopropionate) SCCC(=O)OCCOC(CCS)=O